N-cyclopropyl-5-fluoro-2-[3-[(trans)-2-[6-(3-pyrrolidin-1-ylpropyl)-2-pyridyl]vinyl]-1-Tetrahydropyran-2-yl-indazol-6-yl]sulfanylbenzamide C1(CC1)NC(C1=C(C=CC(=C1)F)SC1=CC=C2C(=NN(C2=C1)C1OCCCC1)\C=C\C1=NC(=CC=C1)CCCN1CCCC1)=O